6-bromo-5-methyl-2-((2-(trimethylsilyl)ethoxy)methyl)-4,5-dihydro-2H-pyrazolo[4,3-c]quinolone BrC1=CC=CC=2C3=C(CN(C12)C)C(N(N3)COCC[Si](C)(C)C)=O